[Si](C)(C)(C(C)(C)C)OC1=CC(=CC2=CC=CC=C12)SCC1=CC(=NN1C)CO (5-(((4-((tert-butyldimethylsilyl)oxy)naphthalen-2-yl)thio)methyl)-1-methyl-1H-pyrazol-3-yl)methanol